BrC1=CC=C(C=C1)Br 2,5-dibromobenzene